C(C)(C)(C)OC(NC1C=C(OC2=C(C=C(C=C12)C)C(C)O)SCC)=O (2-(Ethylsulfanyl)-8-(1-hydroxyethyl)-6-methyl-4H-chromen-4-yl)carbamic acid tert-butyl ester